N-[(4S,5S)-7-ethyl-4-(4-fluorophenyl)-3-[(4-fluoropiperidin-1-yl)methyl]-6-oxo-1-phenyl-1H,4H,5H,6H,7H-pyrazolo[3,4-b]pyridin-5-yl]-3-(trifluoromethyl)benzamide C(C)N1C2=C([C@@H]([C@@H](C1=O)NC(C1=CC(=CC=C1)C(F)(F)F)=O)C1=CC=C(C=C1)F)C(=NN2C2=CC=CC=C2)CN2CCC(CC2)F